C(#N)C1CC2(C1)CC(N(CC2)CC2=C1C=CNC1=C(C=C2OC)C)C2=CC=C(C(=O)N1CC(CC1)(C(=O)O)C)C=C2 1-(4-(2-cyano-7-((5-methoxy-7-methyl-1H-indol-4-yl)methyl)-7-azaspiro[3.5]nonan-6-yl)benzoyl)-3-methylpyrrolidine-3-carboxylic acid